N1(CCOCC1)C=1C2=C(C=NC1)N=C(S2)NC(C2=CC=CC=C2)=O N-[7-(morpholin-4-yl)-[1,3]thiazolo[4,5-c]pyridin-2-yl]benzamide